4-(2',4'-Dimethoxyphenyl-Fmoc-aminomethyl)-phenoxyacetamido-norleucyl-4-Methylbenzhydrylamine COC1=C(C=CC(=C1)OC)C(C1=CC=C(OCC(=O)NN[C@@H](CCCC)C(=O)NC(C2=CC=C(C=C2)C)C2=CC=CC=C2)C=C1)(N)C(=O)OCC1C2=CC=CC=C2C2=CC=CC=C12